O1CCC2=C1C=C(C=C2)C(C)N2CCN(CC2)C2=NC=C(C=N2)C(=O)O 2-(4-(1-(2,3-dihydrobenzofuran-6-yl)ethyl)piperazin-1-yl)pyrimidine-5-carboxylic acid